O=C1N(CC2=C(C=CC=C12)NCC1CCNCC1)C1C(NC(CC1)=O)=O 3-(1-oxo-4-((piperidin-4-ylmethyl)amino)isoindol-2-yl)piperidine-2,6-dione